2-ethyl-3-oxoisoindoline C(C)N1CC2=CC=CC=C2C1=O